Benzyl (S)-4-(7-bromo-8-fluoro-2-((1-(3-methoxypropyl)piperidin-4-yl)oxy)quinazolin-4-yl)-2-(cyanomethyl)piperazine-1-carboxylate BrC1=CC=C2C(=NC(=NC2=C1F)OC1CCN(CC1)CCCOC)N1C[C@@H](N(CC1)C(=O)OCC1=CC=CC=C1)CC#N